(R)-N-(1-(2-chloro-3-(trifluoromethyl)phenyl)-1,4,5,7-tetrahydropyrano[3,4-c]pyrazol-4-yl)-5,6,7,8-tetrahydroimidazo[1,5-a]pyridine-1-carboxamide ClC1=C(C=CC=C1C(F)(F)F)N1N=CC2=C1COC[C@@H]2NC(=O)C=2N=CN1C2CCCC1